FC1=CC=C(C(=N1)C(=O)N(C)C)C=1OC=CN1 6-fluoro-N,N-dimethyl-3-(oxazol-2-yl)picolinamide